FC1=C(C=CC=C1C(F)(F)F)[C@@H](C)NC=1C2=C(N=CN1)N=C(C(=C2)N2CCN(CC2)C2CCOCC2)OC (R)-N-(1-(2-fluoro-3-(trifluoromethyl)phenyl)ethyl)-7-methoxy-6-(4-(tetrahydro-2H-pyran-4-yl)piperazin-1-yl)pyrido[2,3-d]pyrimidin-4-amine